3-methyl-4-(2-fluoro-4-(4,4,5,5-tetramethyl-1,3,2-dioxaborolan-2-yl)phenoxy)pyrimidine CN1CN=CC=C1OC1=C(C=C(C=C1)B1OC(C(O1)(C)C)(C)C)F